C(C1CO1)OCC1CO1 bis(glycidyl)ether